COC(C(=C1CCOC2(CCCC2)C1)C#N)=O 2-cyano-2-[6-oxaspiro[4.5]decan-9-ylidene]acetic acid methyl ester